C(CC)P(C1=C(SC=C1P(CCC)CCC)C1CCCC1)CCC 3,4-bis(di-n-propylphosphino)-2-cyclopentylthiophene